2-fluoro-3-(1-methyl-1H-imidazol-2-yl)prop-2-en-1-one FC(C=O)=CC=1N(C=CN1)C